methyl 2-[(5-fluoro-1-methyl-1H-1,3-benzodiazol-2-yl)amino]-1,3-benzoxazole-5-carboxylate FC1=CC2=C(N(C(=N2)NC=2OC3=C(N2)C=C(C=C3)C(=O)OC)C)C=C1